ClC1=C(NC2=NC=NC3=CC(=C(C=C23)OC)OCC2CCN(CC2)C)C=C(C=C1)OC 4-(2-chloro-5-methoxyanilino)-6-methoxy-7-(1-methylpiperidin-4-ylmethoxy)quinazoline